2-(6-(((1R,3s,5S)-1,5-dimethyl-8-azabicyclo[3.2.1]octan-3-yl)(methyl)amino)pyridazin-3-yl)-4-fluoro-5-(2-fluoro-6-(methoxy-d3)pyridin-4-yl)phenol C[C@]12CC(C[C@](CC1)(N2)C)N(C2=CC=C(N=N2)C2=C(C=C(C(=C2)F)C2=CC(=NC(=C2)OC([2H])([2H])[2H])F)O)C